COC=1C(=CC2=C(C3=CC=C(C(C=C3[C@H](CC2)NC(C)=O)=O)OC)C1OCC1=CC=CC=C1)OC N-[(7S)-2,3,10-trimethoxy-9-oxo-1-((phenyl)methoxy)-5,6,7,9-tetrahydrobenzo[a]heptalen-7-yl]acetamide